N1(CCCC1)C=1C=C(C=CC1)C1=CN=C(S1)NC(OC(C)(C)C)=O tert-Butyl 5-(3-(pyrrolidin-1-yl)phenyl)thiazol-2-ylcarbamate